2-(tert-butyl)-N-(3-(methylsulfonyl)-1-(tetrahydro-2H-pyran-4-yl)allyl)-4-phenoxypyrimidine-5-carboxamide C(C)(C)(C)C1=NC=C(C(=N1)OC1=CC=CC=C1)C(=O)NC(C=CS(=O)(=O)C)C1CCOCC1